S1C=C(C=C1)CCNC(C(C)(C)C)=O N-(2-(thien-3-yl)ethyl)pivaloamide